tert-butyl (1S,5R)-6-formyl-3-azabicyclo[3.1.0]hexane-3-carboxylate C(=O)C1[C@@H]2CN(C[C@H]12)C(=O)OC(C)(C)C